2-(decyloxy)-3-(dodecylthio)propyl (((2R,3S,4R,5R)-5-(5-fluoro-2,4-dioxo-3,4-dihydropyrimidin-1(2H)-yl)-3,4-dihydroxytetrahydrofuran-2-yl)methyl) hydrogen phosphate P(=O)(OCC(CSCCCCCCCCCCCC)OCCCCCCCCCC)(OC[C@H]1O[C@H]([C@@H]([C@@H]1O)O)N1C(NC(C(=C1)F)=O)=O)O